O1CCC(=CC1)C1=CC=C(C=C1)C(C(=O)OCC)(F)F ethyl 2-(4-(3,6-dihydro-2H-pyran-4-yl)phenyl)-2,2-difluoroacetate